C(=O)(OCC1=CC=CC=C1)N(CCN)C N-Cbz-N-methyl-ethylenediamine